FC(ON=C1C2=C(N=CN1)N(C=C2)[C@@H]2O[C@@H]([C@H]([C@H]2O)O)[C@H](O)C2=CC(=C(C=C2)Cl)Cl)(F)F 7-((2R,3R,4S,5R)-5-((R)-(3,4-dichlorophenyl)(hydroxy)methyl)-3,4-dihydroxytetrahydrofuran-2-yl)-3,7-dihydro-4H-pyrrolo[2,3-d]pyrimidin-4-one O-trifluoromethyl oxime